(S)-2-(3-(3-aminopyrrolidin-1-yl)phenyl)-2-methyl-N-(4-(4-morpholino-7H-pyrrolo[2,3-d]pyrimidin-6-yl)phenyl)propanamide N[C@@H]1CN(CC1)C=1C=C(C=CC1)C(C(=O)NC1=CC=C(C=C1)C1=CC2=C(N=CN=C2N2CCOCC2)N1)(C)C